tert-butyl 4-[2-cyclopropyl-6-(methylcarbamoyl)pyridin-3-yl]piperazine-1-carboxylate C1(CC1)C1=NC(=CC=C1N1CCN(CC1)C(=O)OC(C)(C)C)C(NC)=O